C(C)(C)(C)OC(NC1=NC=C(C=C1)N1C2=C(NC(CC1=O)=O)C1=CC=CC=C1C=C2)=O.N2(N=CC=C2)C2=C(C=C(N)C=C2)C(F)(F)F 4-(1H-pyrazol-1-yl)-3-(trifluoromethyl)aniline tert-Butyl-5-(2,4-dioxo-3,4-dihydro-1H-naphtho[2,1-b][1,4]diazepin-5(2H)-yl)pyridin-2-ylcarbamate